OC1([C@]2(C)[C@@H](CC1)[C@@H]1CCC3=CC(CCC3=C1CC2)=O)C#CC 17-hydroxy-17-(1-propynyl)estra-4,9-dien-3-one